C(C)(C)(C)OC(=O)N1[C@H](CN(CC1)C1=NC(=C(C=2CNCCC12)C=1C(=NC=CC1C)C)OC[C@H]1N(CCC1)C)CC#N (2S)-2-(cyanomethyl)-4-(4-(2,4-dimethylpyridin-3-yl)-3-(((S)-1-methylpyrrolidin-2-yl)methoxy)-5,6,7,8-tetrahydro-2,6-naphthyridin-1-yl)piperazine-1-carboxylic acid tert-butyl ester